FC1=C(C(=O)O)C=CC(=C1)[C@]1(NC(NC1=O)=O)C 2-fluoro-4-((R)-4-methyl-2,5-dioxoimidazolidin-4-yl)benzoic acid